1-(1-acetylazetidin-3-yl)-4-chloro-N-(3-fluoro-5-(phenylethynyl)pyridin-2-yl)-1H-pyrazole-5-carboxamide C(C)(=O)N1CC(C1)N1N=CC(=C1C(=O)NC1=NC=C(C=C1F)C#CC1=CC=CC=C1)Cl